ClC=1C=CC(=C2C=CNC12)C=1N(N=C2C1CN(CC2)C(=O)NC2=CC=CC=C2)C2=C(C=CC=C2CC)CC 3-(7-chloro-1H-indol-4-yl)-2-(2,6-diethylphenyl)-N-phenyl-6,7-dihydro-2H-pyrazolo[4,3-c]pyridine-5(4H)-carboxamide